C1(=CC=CC=C1)C=1C=CC=2N(C1NC(NC1=CC=C(C(=O)O)C=C1)=O)C=NC2 4-(3-(6-phenylimidazo[1,5-a]pyridin-5-yl)ureido)benzoic acid